C(CC)C=1C(=C(C(=CC1)C=1C(=CC=CC1)O)O)CCC dipropyl-biphenyl-2,2'-diol